1-Methylpiperidine-4-amine CN1CCC(CC1)N